The molecule is a glycosylgalactose consisting of alpha-D-glucopyranose and beta-D-galactopyranose residues joined by a (1->4) glycosidic bond. It derives from an alpha-D-glucose and a beta-D-galactose. C([C@@H]1[C@H]([C@@H]([C@H]([C@H](O1)O[C@H]2[C@H](O[C@H]([C@@H]([C@H]2O)O)O)CO)O)O)O)O